FC=1C=C(C=CC1F)C(C)N 1-(3,4-difluorophenyl)ethanamine